3-(5-bromo-1,3-benzodiazol-1-yl)piperidine-2,6-dione BrC1=CC2=C(N(C=N2)C2C(NC(CC2)=O)=O)C=C1